S1C(=CC=C1C1=CC(=C(C=CC2C3=CC=CC=C3N(C=3C=CC=CC23)CC2=CB=CC=C2)C=C1)OC1=C(C=C(C=C1)[N+](=O)[O-])[N+](=O)[O-])C=1SC=CC1 9-(4-([2,2'-bithiophene]-5-yl)-2-(2,4-dinitrophenoxy)styryl)-10-(3-borabenzyl)acridine